(5-(cyclopropylmethoxy)-4-fluoropyridin-2-yl)-2-((s)-4,4-difluoro-3-(6-oxo-1,6-dihydropyridin-3-yl)piperidin-1-yl)propanamide C1(CC1)COC=1C(=CC(=NC1)C(C(=O)N)(C)N1C[C@@H](C(CC1)(F)F)C1=CNC(C=C1)=O)F